6-fluoro-N-methylpyridin-3-amine FC1=CC=C(C=N1)NC